4,4'-biphenyl-hexacarboxylic acid hexamethyl ester COC(=O)C1=C(C(=C(C(=C1C(=O)OC)C(=O)OC)C1=CC=C(C=C1)C(=O)OC)C(=O)OC)C(=O)OC